1-(6-bromonaphthalen-2-yl)-2-ethyl-1H-benzo[d]imidazole BrC=1C=C2C=CC(=CC2=CC1)N1C(=NC2=C1C=CC=C2)CC